5-(5-Chloropyridin-2-yl)thiazol ClC=1C=CC(=NC1)C1=CN=CS1